C1(=CC=CC=C1)C(NC([C@@H](N)CCCCN)=O)C1=CC=CC=C1 N1-(diphenylmethyl)-l-lysinamide